1,3-diazidopropan N(=[N+]=[N-])CCCN=[N+]=[N-]